COC(CNCC1=C(C(=CC=C1)F)Br)=O 2-((2-Bromo-3-fluorobenzyl)amino)acetic acid methyl ester